fluoro-o-acetoxybenzoic acid FC=1C(=C(C(=O)O)C=CC1)OC(C)=O